S1CCC(CC1)COC1=C2C(=NC(=C1)C1=CNC3=CN=C(C=C31)NC(C)=O)C3(OCC2)COCC3 N-(3-(4'-((tetrahydro-2H-thiopyran-4-yl)methoxy)-4,5,5',6'-tetrahydro-2H-spiro[furan-3,8'-pyrano[3,4-b]pyridin]-2'-yl)-1H-pyrrolo[2,3-c]pyridin-5-yl)acetamide